CC(CCCC(C(C(C(=O)[O-])(CCCC(C(C)C)C)CCCC(C(C)C)C)(O)C(=O)[O-])C(=O)[O-])C(C)C Tri(4,5-dimethyl-1-hexyl)citrate